4-methylthiazole-5-carbaldehyde CC=1N=CSC1C=O